C(C1=CC=CC=C1)(=O)ON1CCC2=CC(=CC(=C12)C#N)CC(C)=O (7-cyano-5-(2-oxo-propyl) indoline-1-yl) benzoate